4''-(1,3,5-triazine-2,4,6-triyltriimino)tribenzoate N1=C(N=C(N=C1NC1=C(C(=O)[O-])C=CC=C1)NC1=C(C(=O)[O-])C=CC=C1)NC1=C(C(=O)[O-])C=CC=C1